ethyl 1-[2-[4-[5-(trifluoromethyl)-1,2,4-oxadiazol-yl] phenyl]ethyl]pyrazole-4-carboxylate FC(C1=NC(=NO1)C1=CC=C(C=C1)CCN1N=CC(=C1)C(=O)OCC)(F)F